(2S)-1-((3-(3,5-dimethoxyphenyl)propionyl)alanyl)pyrrolidine-2-carboxamide COC=1C=C(C=C(C1)OC)CCC(=O)N[C@@H](C)C(=O)N1[C@@H](CCC1)C(=O)N